1-(2-Hydroxyphenyl)-3-[4-(trifluoromethyl)phenyl]prop-2-en-1-one OC1=C(C=CC=C1)C(C=CC1=CC=C(C=C1)C(F)(F)F)=O